3-[(S)-(3-Carboxy-phenyl)-hydroxy-(4-trifluoromethoxy-phenyl)-methyl]-3-methyl-azetidine-1-carboxylic acid tert-butyl ester C(C)(C)(C)OC(=O)N1CC(C1)(C)[C@@](C1=CC=C(C=C1)OC(F)(F)F)(O)C1=CC(=CC=C1)C(=O)O